C/C(=C\\C=C\\C=C(\\C=C\\C=C(\\C=C\\C=C(\\C(=O)O)/C)/C)/C)/C=C/C=C(/C=C/C=C(/C(=O)O)\\C)\\C The molecule is an apo carotenoid triterpenoid that is 4,4'-diapolycopene in which two of the terminal methyl groups have been oxidised to carboxy groups. It has a role as a bacterial metabolite. It is an apo carotenoid triterpenoid, an alpha,omega-dicarboxylic acid and an olefinic compound. It is a conjugate acid of a 4,4'-diapolycopenedioate. It derives from a hydride of a 4,4'-diapolycopene.